C(#N)C1=CC=C2C=CC=C3C4=C(C=CC5=CC=CC(C1=C23)=C45)C#N 1,7-dicyano-perylene